FC([C@H]1C[C@H](CC1)N1C(C(=CC=C1)NC(C1=C(C=C(C=C1)NS(=O)(=O)CCO)N1CC[Si](CC1)(C)C)=O)=O)F N-(1-((1S,3R)-3-(difluoromethyl)cyclopentyl)-2-oxo-1,2-dihydropyridin-3-yl)-2-(4,4-dimethyl-1,4-azasilinan-1-yl)-4-((2-hydroxyethyl)sulfonamido)benzamide